O1N=C(C=C1)C(=O)N (isoxazolyl)carboxamide